CS(=O)(=O)CC(=O)N1CC2=CN=C(C=C2CC1)OCC=1C(=NOC1C)C=1C=NC(=CC1)C 2-methanesulfonyl-1-(6-{[5-methyl-3-(6-methylpyridin-3-yl)-1,2-oxazol-4-yl]methoxy}-1,2,3,4-tetrahydro-2,7-naphthyridin-2-yl)ethan-1-one